Methyl (R)-1-(3-(5-(3-hydroxy-1-methyl-2-oxopyrrolidin-3-yl)isoxazol-3-yl)phenyl)-1H-pyrazole-3-carboxylate O[C@@]1(C(N(CC1)C)=O)C1=CC(=NO1)C=1C=C(C=CC1)N1N=C(C=C1)C(=O)OC